5-(4-(5-(4-ethylbenzyl)-2,4-dioxothiazolidin-3-yl)butanamido)-[1,1'-biphenyl]-2-carboxylic acid C(C)C1=CC=C(CC2C(N(C(S2)=O)CCCC(=O)NC2=CC=C(C(=C2)C2=CC=CC=C2)C(=O)O)=O)C=C1